C(C)(=O)N[C@H](C(=O)OC)CC1=CC=C(C=C1)C (S)-Methyl 2-acetamido-3-(p-tolyl)propanoate